Ethyl 2-cyclopentyl-2,2-difluoroacetate C1(CCCC1)C(C(=O)OCC)(F)F